5-(5-fluoro-1-methyl-1H-pyrazol-4-yl)-2-{5-[methyl(2,2,6,6-tetramethylpiperidin-4-yl)amino][1,3]thiazolo[5,4-d][1,3]thiazol-2-yl}phenol hydrochloride Cl.FC1=C(C=NN1C)C=1C=CC(=C(C1)O)C=1SC=2N=C(SC2N1)N(C1CC(NC(C1)(C)C)(C)C)C